(2R,6R)-N-{2-benzyl-2-azaspiro[3.3]heptan-6-yl}-4-(5-chloropyrimidin-2-yl)-2,6-dimethylpiperazine-1-carboxamide C(C1=CC=CC=C1)N1CC2(C1)CC(C2)NC(=O)N2[C@@H](CN(C[C@H]2C)C2=NC=C(C=N2)Cl)C